tert-butyl N-(trans-4-acetylcyclohexyl)carbamate C(C)(=O)[C@@H]1CC[C@H](CC1)NC(OC(C)(C)C)=O